[N+](=O)([O-])C1=CC2=C(N(C=N2)CC2=NC=CN=C2)C=C1 5-nitro-1-(pyrazin-2-ylmethyl)benzo[d]imidazole